(1R,3S,5R)-N-(6-bromo-3-methylpyridin-2-yl)-2-(2-(3-(2-cyanopropan-2-yl)-5-(2-methylpyrimidin-5-yl)-1H-indazol-1-yl)acetyl)-5-methyl-2-azabicyclo[3.1.0]hexane-3-carboxamide BrC1=CC=C(C(=N1)NC(=O)[C@H]1N([C@@H]2C[C@@]2(C1)C)C(CN1N=C(C2=CC(=CC=C12)C=1C=NC(=NC1)C)C(C)(C)C#N)=O)C